3-(4-((4-(5-chloro-2-(4-chloro-1H-1,2,3-triazol-1-yl)phenyl)-5-methoxy-2-oxopyridin-1(2H)-yl)methyl)-1H-1,2,4-triazol-2-yl)picolinic acid methyl ester COC(C1=NC=CC=C1N1NCN(C1)CN1C(C=C(C(=C1)OC)C1=C(C=CC(=C1)Cl)N1N=NC(=C1)Cl)=O)=O